C(=O)(OC1CCC(CC1)C(C)(C)C)OOC(=O)OC1CCC(CC1)C(C)(C)C di(4-tert-butyl-cyclohexyl) peroxydicarbonate